3,3'-diformylbinaphthol C(=O)C1=C(C(=C2C=CC=CC2=C1)C1=CC(=CC2=CC=CC=C12)C=O)O